BrC=1SC(=CC1)Br 2,5-dibromo-thiophene